3-hydroxytyramine OC=1C=C(CCN)C=CC1O